Cl.FC1(C2(CC2)CCNC1)F 4,4-difluoro-6-azaspiro[2.5]octane hydrochloride